(1S,5R,8R,9S,E)-5-hydroxybicyclo[6.1.0]non-3-ene-9-carboxylic acid O[C@H]1/C=C/C[C@@H]2[C@H]([C@@H]2CC1)C(=O)O